NC1=C(C=C(C=C1)C1=NN(C2=NC=NC(=C21)N)CCC#C)F 3-(4-AMINO-3-FLUOROPHENYL)-1-(BUT-3-YN-1-YL)-1H-PYRAZOLO[3,4-D]PYRIMIDIN-4-AMINE